1-hydroxyethane-1,1-diphosphonate manganese (II) [Mn+2].OC(C)(P([O-])(=O)[O-])P([O-])(=O)[O-].[Mn+2]